N1=C(C=CC=C1)C(C)(C1=NC=CC=C1)N1C=C(C2=NC=C(C=C21)C=2C(=NOC2C)C)C2=C(C#N)C=CC=C2 2-(1-(1,1-di(pyridin-2-yl)ethyl)-6-(3,5-dimethylisoxazol-4-yl)-1H-pyrrolo[3,2-b]pyridin-3-yl)benzonitrile